NC1=C(C=2C(=NC=C(C2S1)F)C=1C2=C(C=3C=NC(=NC3C1F)N1C[C@@H](CC1)N1C[C@H](CC1)N(C)C)COC2)C#N 2-Amino-4-(3-((3S,3'R)-3-(dimethylamino)-[1,3'-bipyrrolidin]-1'-yl)-5-fluoro-7,9-dihydrofuro[3,4-f]quinazolin-6-yl)-7-fluorothieno[3,2-c]pyridine-3-carbonitrile